C(C)(C)(C)OC(=O)N1C(=CC=2C=NC=CC21)CNC(CN2C(=NC=C(C2=O)NC(CCC2=CC=CC=C2)=O)C2=CC=CC=C2)=O ((2-(6-oxo-2-phenyl-5-(3-phenylpropionamido)pyrimidin-1(6H)-yl)acetamido)methyl)-1H-pyrrolo[3,2-c]pyridine-1-carboxylic acid tert-butyl ester